IC1=C(C=CC=C1O[C@H]([C@H](CO[Si](C1=CC=CC=C1)(C1=CC=CC=C1)C(C)(C)C)CC(C(=O)N)(C)C)C1=CC=C(C=C1)[N+](=O)[O-])O[C@H]([C@H](CO[Si](C1=CC=CC=C1)(C1=CC=CC=C1)C(C)(C)C)CC(C(=O)N)(C)C)C1=CC=C(C=C1)[N+](=O)[O-] (1r,1'r,2s,2's)-((2-iodo-1,3-phenylene)bis(oxy)bis(3-(tert-butyldiphenylsiloxy)-1-(4-nitrophenyl)propane-1,2-diyl))bis(2,2-dimethylpropionamide)